5-bromo-1-(5-methoxy-2-methylphenyl)-2-(2,4,6-trifluorophenyl)-2,3-dihydropyridin-4(1H)-one BrC=1C(CC(N(C1)C1=C(C=CC(=C1)OC)C)C1=C(C=C(C=C1F)F)F)=O